FCC(=O)O alpha-fluoroacetic acid